1-(2-(1-((1R,3S)-3-((5-fluoro-4-(3-(2-oxopyridin-1(2H)-yl)phenyl)pyrimidin-2-yl)amino)cyclohexane-1-carbonyl)piperidin-4-yl)ethyl)piperidin FC=1C(=NC(=NC1)N[C@@H]1C[C@@H](CCC1)C(=O)N1CCC(CC1)CCN1CCCCC1)C1=CC(=CC=C1)N1C(C=CC=C1)=O